FC(CN1CC(N(CC1)CC1=C2C=CN(C2=C(C=C1OC)C)C(=O)[O-])C1=CC=C(C=C1)C(=O)OC)(C)F 4-((4-(2,2-difluoropropyl)-2-(4-(methoxycarbonyl)phenyl)piperazin-1-yl)methyl)-5-methoxy-7-methyl-1H-indole-1-carboxylate